Methyl 5-(1-(tert-butoxycarbonyl) piperidin-4-yl)-1H-indole-3-carboxylate C(C)(C)(C)OC(=O)N1CCC(CC1)C=1C=C2C(=CNC2=CC1)C(=O)OC